C(#N)C1=CC(=C(C=C1)SCC1=CC=CC=N1)F 6-((4-cyano-2-fluorophenylthio)methyl)pyridine